CN(C)C1=NC=C(C=N1)[N+](=O)[O-] (dimethylamino)-5-nitropyrimidin